tert-butyl (2R,5S)-4-(1-(2-isopropylphenyl)-2-oxo-1,2,5,6,7,8-hexahydropyrido[3,4-d]pyrimidin-4-yl)-2,5-dimethylpiperazin-1-carboxylate C(C)(C)C1=C(C=CC=C1)N1C(N=C(C2=C1CNCC2)N2C[C@H](N(C[C@@H]2C)C(=O)OC(C)(C)C)C)=O